C(#C)C1=C2C(=CC(NC2=CC=C1F)=O)C1=C(C=2N=C(N=C(C2C=N1)N(C[C@@H]1NCCC1)C)N1CCC(CC1)(C)O)F (R)-5-ethynyl-6-fluoro-4-(8-fluoro-2-(4-hydroxy-4-methylpiperidin-1-yl)-4-(methyl(pyrrolidin-2-ylmethyl)amino)pyrido[4,3-d]pyrimidin-7-yl)quinolin-2(1H)-one